OCCCCCCCCCCCCCCCCCCC=CC(=O)O 21-Hydroxyhenicosenoic acid